N1(N=CC=C1)C=1C=C(CN2CCC(CC2)C=2C(=C3CN(C(C3=CC2F)=O)C2C(NC(CC2)=O)=O)F)C=CC1 3-(5-(1-(3-(1H-pyrazol-1-yl)benzyl)piperidin-4-yl)-4,6-difluoro-1-oxoisoindolin-2-yl)piperidine-2,6-dione